methyl 4-bromo-2-formyl-6-methylbenzoate BrC1=CC(=C(C(=O)OC)C(=C1)C)C=O